N[C@@H]1[C@H]([C@H]([C@H](OC1)COC1=CC=CC=C1)O)O (2R,3R,4R,5S)-5-amino-2-(phenoxymethyl)tetrahydro-2H-pyran-3,4-diol